ClC1=CC=C(C=C1)C=1C(=CC=CC1)C(=O)N1CCN(CC1)CC1=C2CN(C(C2=CC=C1)=O)C1C(NC(CC1)=O)=O 3-(4-((4-(4'-chloro-[1,1'-biphenyl]-2-carbonyl)piperazin-1-yl)methyl)-1-oxoisoindoline-2-yl)piperidine-2,6-dione